ethyl (S)-3-amino-3-(3-(2-fluorobenzyl)phenyl)propanoate N[C@@H](CC(=O)OCC)C1=CC(=CC=C1)CC1=C(C=CC=C1)F